C1(=CC=CC=C1)NC1=CC=CC=C1.[Tb] terbium diphenylamine